N-(4-(4-((2,2-dimethylpropyl)sulfonamido)phenyl)-1H-pyrrolo[2,3-b]pyridin-6-yl)cyclopropylcarboxamide CC(CS(=O)(=O)NC1=CC=C(C=C1)C1=C2C(=NC(=C1)NC(=O)C1CC1)NC=C2)(C)C